C(C)(=O)N1CCC(CC1)N1C(N(C2=C1C=C(C(=C2)F)F)CC2=CC=C(C=C2)C=2OC(=NN2)C(F)F)=O 1-(1-acetylpiperidine-4-yl)-3-(4-(5-(difluoromethyl)-1,3,4-oxadiazole-2-yl)benzyl)-5,6-difluoro-1,3-dihydro-2H-benzo[d]imidazole-2-one